C1(CCCC1)CNC1=NC(=CC2=C1N=C(N=C2)NC2=C(C=CC=C2C)NC(C=C)=O)C2=C(C(=CC(=C2Cl)OC)OC)Cl N-(2-((8-((cyclopentylmethyl)amino)-6-(2,6-dichloro-3,5-dimethoxyphenyl)pyrido[3,4-d]pyrimidin-2-yl)amino)-3-methylphenyl)acrylamide